3-Octenal C(CC=CCCCC)=O